Cl.Cl.COC(C1=C(C=C(C(=C1)F)C1=CC=CC=2CNCOC21)N2C1COCC2CC1)=O.C(C)[Si](OC)(OC)C ethyl-methyldimethoxysilane methyl-4-(3,4-dihydro-2H-1,3-benzoxazin-8-yl)-5-fluoro-2-(3-oxa-8-azabicyclo[3.2.1]octan-8-yl)benzoate dihydrochloride